OCCN1C(CCC1)=O N-hydroxyethylpyrrolidone